C(C)OC(=O)C1=C(N=C(S1)NC1=NC(=CC(=N1)C1=CC=C(C=C1)C(=O)O)N(C1CCN(CC1)C)C)C 2-[4-(4-Carboxy-phenyl)-6-[N-methyl-N-(l-N-methyl-piperidin-4-yl)-amino]pyrimidin-2-ylamino]-4-methylthiazole-5-carboxylic acid ethyl ester